C1(CCCC1)OC1=CC=CC(=N1)C1=CC(=C(C(=C1)F)N(CCCC(=O)O)C)F 4-{[4-(6-cyclopentyloxy-pyridin-2-yl)-2,6-difluoro-phenyl]-methyl-amino}-butyric acid